N-(2,4,5-trifluoro-3-(3-morpholinoquinoxaline-6-carbonyl)phenyl)trimethylacetamide FC1=C(C=C(C(=C1C(=O)C=1C=C2N=C(C=NC2=CC1)N1CCOCC1)F)F)NC(C(C)(C)C)=O